C1(CC1)C=1C=C(C=2N(C1)C=C(N2)CN2C(C1=CC=CC=C1C2=O)=O)CC(C(=O)OC(C)(C)C)(C)C tert-butyl 3-(6-cyclopropyl-2-((1,3-dioxoisoindolin-2-yl)methyl)imidazo[1,2-a]pyridin-8-yl)-2,2-dimethylpropanoate